C(CCCCCCCCCCC)SC(=O)SC(C(=O)O)(C)C 2-(dodecyl-thio-carbonyl-thio)-2-methylpropanoic acid